N1(CCCCC1)C=1C2=C(N=CN1)C(=NC=N2)N2CCCCC2 4,8-dipiperidyl-pyrimido[5,4-d]pyrimidine